3-(5-((5-(4'-chloro-5,5-dimethyl-3,4,5,6-tetrahydro-[1,1'-biphenyl]-2-carbonyl)hexahydropyrrolo[3,4-c]pyrrol-2(1H)-yl)methyl)-1-oxoisoindolin-2-yl)piperidine-2,6-dione ClC1=CC=C(C=C1)C1=C(CCC(C1)(C)C)C(=O)N1CC2C(C1)CN(C2)CC=2C=C1CN(C(C1=CC2)=O)C2C(NC(CC2)=O)=O